O.CC1=CC=C(C=C1)S(=O)(=O)O Para-toluenesulphonic acid monohydrate